C1(=CC(=CC=C1)N1CCC2=CC=CC=C12)C (m-tolyl)indoline